FC(I1OC(C2=C1C=CC=C2)=O)(F)F 1-(trifluoromethyl)-1lambda3,2-benziodoxol-3-one